C(C)(C)C1=C(C(=CC=C1)C(C)C)NC(=O)NS(=O)(=O)\C=C\[C@H]1N(CCC1)C=1SC=CN1 (S,E)-N-((2,6-Diisopropylphenyl)carbamoyl)-2-(1-(thiazol-2-yl)pyrrolidin-2-yl)ethen-1-sulfonamid